COC1=C(C[C@@H]2N(CCC[C@@H](C2)C)C2=NC(=CC(N2)=O)N2CCOCC2)C=CC=C1 2-((2R,4S)-2-(2-methoxybenzyl)-4-methylazepan-1-yl)-6-morpholinopyrimidin-4(3H)-one